FC(S(=O)(=O)N1CCC=2C=NC(=CC21)C(=O)NCC2=NC=C1C=CC(=NC1=C2)C2=NC(=CC=C2)N2C[C@@H](O[C@@H](C2)C)C)F 1-((difluoromethyl)sulfonyl)-N-((2-(6-((cis)-2,6-dimethylmorpholino)pyridin-2-yl)-1,6-naphthyridin-7-yl)methyl)-2,3-dihydro-1H-pyrrolo[3,2-c]pyridine-6-carboxamide